ClC(C(=O)N=C1N(C=CC=C1)CC=1C=NC(=CC1)Cl)(F)F 2-chloro-N-[1-[(6-chloro-3-pyridyl)methyl]-2-pyridylidene]-2,2-difluoro-acetamide